3-(2-chloro-1,3-thiazol-5-ylmethyl)-5-methyl-1,3,5-oxadiazinan-4-ylidene(nitro)amine ClC=1SC(=CN1)CN1COCN(C1=N[N+](=O)[O-])C